2,6-dihydroxyanthraquinone iron [Fe].OC1=CC=2C(C3=CC=C(C=C3C(C2C=C1)=O)O)=O